C=C(C)C1=C(C=C(C=C1)F)F 1-(1-propen-2-yl)-2,4-difluorobenzene